ClC=1N=C(C2=C(N1)C(=CS2)C=O)N2[C@@H](COCC2)C (R)-2-chloro-4-(3-methylmorpholinyl)thieno[3,2-d]pyrimidin-7-aldehyde